ClC=1C(=CC(=NC1)N1CCN(CC1)C)[C@@H](C)NC([C@@H](C)N1C(C2=CC(=CC=C2C1)C1=NC(=NC=C1Cl)NC1CCOCC1)=O)=O (2R)-N-[(1R)-1-[5-chloro-2-(4-methylpiperazin-1-yl)pyridin-4-yl]ethyl]-2-(6-{5-chloro-2-[(oxan-4-yl)amino]pyrimidin-4-yl}-1-oxo-2,3-dihydro-1H-isoindol-2-yl)propanamide